FC1=C(C=C(C=C1F)C1=C(C=C(C=C1C)C)C)[C@H](CC(=O)O)NC(C(CC(C)C)N1C(C=C(C(=C1)CN(C)C)C(F)(F)F)=O)=O (3S)-3-(4,5-difluoro-2',4',6'-trimethyl-[1,1'-biphenyl]-3-yl)-3-(2-(5-((dimethylamino)methyl)-2-oxo-4-(trifluoromethyl)pyridin-1(2H)-yl)-4-methylpentanamido)propanoic acid